OC(C(=O)O)=CC1=CC=CC=C1 α-hydroxycinnamic acid